1-(2-(methoxymethoxy)ethyl)-3-methyl-N-(2-nitrophenyl)-1H-indazol-5-amine COCOCCN1N=C(C2=CC(=CC=C12)NC1=C(C=CC=C1)[N+](=O)[O-])C